CC=1C=2N(C=CC1)N=C(C2)[C@H]2N(CCC1=C2N=CN1)C(=O)C=1OC(=NN1)C=1C(=NC=CC1)C (S)-(4-(4-methylpyrazolo[1,5-a]pyridin-2-yl)-6,7-dihydro-1H-imidazo[4,5-c]pyridin-5(4H)-yl)(5-(2-methylpyridin-3-yl)-1,3,4-oxadiazol-2-yl)methanone